Tert-butyl (2-mercapto-2-methylpropyl)carbamate SC(CNC(OC(C)(C)C)=O)(C)C